dimethyl sulfoxide sodium nitrate [N+](=O)([O-])[O-].[Na+].CS(=O)C